(1S,3aS,6aR)-2-(2-(3-chlorophenyl)-2,2-difluoroacetyl)-N-((R)-4-fluoro-3-oxo-1-((R)-2-oxopyrrolidin-3-yl)butan-2-yl)octahydrocyclopenta[c]pyrrole-1-carboxamide ClC=1C=C(C=CC1)C(C(=O)N1[C@@H]([C@H]2[C@@H](C1)CCC2)C(=O)N[C@H](C[C@@H]2C(NCC2)=O)C(CF)=O)(F)F